ClC=1N=C2C(=C(C(N(C2=CC1)C)=O)C#N)N(C)[C@@H]1CC[C@@H](CC1)N(C1=CC2=C(OCO2)C=C1C)CC1CCC1 cis-6-chloro-4-((4-((cyclobutylmethyl)(6-methylbenzo[d][1,3]dioxol-5-yl)amino)cyclohexyl)(methyl)amino)-1-methyl-2-oxo-1,2-dihydro-1,5-naphthyridine-3-carbonitrile